[Si](C1=CC=CC=C1)(C1=CC=CC=C1)(C(C)(C)C)O[C@@H](CC1=NC(=NO1)C=1C=CC(=C(C1)NC(=O)C1=CN=C2N1C=CC(=C2)COCC2=NNC=N2)C)C(F)F N-[5-[5-[(2S)-2-[tert-butyl(diphenyl)silyl]oxy-3,3-difluoro-propyl]-1,2,4-oxadiazol-3-yl]-2-methyl-phenyl]-7-(1H-1,2,4-triazol-3-ylmethoxymethyl)imidazo[1,2-a]pyridine-3-carboxamide